(S)-3-(4-hydroxy-4-methylisoxazolidine-2-carbonyl)-7-isopropyl-5-methyl-2-(naphthalen-1-ylmethyl)-2,7-dihydro-4H-pyrazolo[3,4-d]Pyrimidine O[C@]1(CN(OC1)C(=O)C=1N(N=C2N(CN(CC21)C)C(C)C)CC2=CC=CC1=CC=CC=C21)C